CC=1C(C2=CC=3CCCC3C=C2C1)[Li] 2-methyl-1,5,6,7-tetrahydro-s-indacen-1-yl-lithium